6-ethyl 3-[2-(trimethylsilyl)ethyl] (1R,5S,6r)-3-azabicyclo[3.1.0]hexane-3,6-dicarboxylate [C@H]12CN(C[C@@H]2C1C(=O)OCC)C(=O)OCC[Si](C)(C)C